C(C=C)(=O)O.C(C=C)(=O)O.O=C1C=C(CC(C)(C)C1)C isophorone diacrylate